2-(4-chloro-2-(ethoxy-methoxy)-3-fluoro-6-methylphenyl)-4,4,5,5-tetramethyl-1,3,2-dioxaborolane ClC1=C(C(=C(C(=C1)C)B1OC(C(O1)(C)C)(C)C)OCOCC)F